OC1[C@H](O)[C@H](O)CO1 D-Erythrofuranose